C(C)OC(C[C@@H]1N(C[C@H](C1)O)C(=O)OC(C)(C)C)OCC tert-butyl (2R,4S)-2-(2,2-diethoxyethyl)-4-hydroxypyrrolidine-1-carboxylate